CC1([C@H](CNC1)C(=O)O)C (R)-4,4-dimethylpyrrolidine-3-carboxylic acid